benzo[d][1,3]dioxol-5-ylmagnesium bromide O1COC2=C1C=CC(=C2)[Mg]Br